(4-((4-(2-methoxyethyl)-4-phenethylpiperidin-1-yl)methyl)phenyl)acetamide COCCC1(CCN(CC1)CC1=CC=C(C=C1)CC(=O)N)CCC1=CC=CC=C1